COC(C1CCN(CC1)C=1C=C(C=CC1)S(=O)(=O)N1CCC(CC1)NC(OC(C)(C)C)=O)OC tert-butyl (1-((3-(4-(dimethoxymethyl) piperidin-1-yl)phenyl)sulfonyl)piperidin-4-yl)-carbamate